2-(2-methyl-3-(quinolin-3-yl)acrylamido)benzoic acid CC(C(=O)NC1=C(C(=O)O)C=CC=C1)=CC=1C=NC2=CC=CC=C2C1